FC=1C(=CC2=C(C(NCCO2)=O)C1NC1=C(C=C(C=C1)I)F)F 7,8-Difluoro-6-[(2-fluoro-4-iodophenyl)amino]-3,4-dihydro-2H-1,4-benzoxazepin-5-one